(5'S,7a'R)-1-[8-(5,6-dihydro-4H-pyrrolo[1,2-b]pyrazol-2-yl)[1,2,4]triazolo[1,5-a]pyridin-5-yl]-5'-phenyltetrahydro-3'H-spiro[piperidine-4,2'-pyrrolo[2,1-b][1,3]oxazol]-3'-one N=1N2C(=CC1C=1C=3N(C(=CC1)N1CCC4(C(N5[C@H](O4)CC[C@H]5C5=CC=CC=C5)=O)CC1)N=CN3)CCC2